O=CCCOC=1C=C(C=CC1)NC(C)=O N-[3-(3-OXOPROPOXY)PHENYL]ACETAMIDE